C(C)(C)(C)OC(NC(C(=O)NC)C=1SC=C(C1)C(NO)=N)=O (1-(4-(N-hydroxycarbamimidoyl)thiophen-2-yl)-2-(methylamino)-2-oxoethyl)carbamic acid tert-butyl ester